C(C)(=O)C1=NC=C(C(=C1)N1C(C(=C(C=C1C)OCC1=NC=C(C=C1F)F)Cl)=O)C 2'-acetyl-3-chloro-4-((3,5-difluoropyridin-2-yl)methoxy)-5',6-dimethyl-2H-[1,4'-bipyridinyl]-2-one